FC=1C(=C(C=CC1)C=1CCN(CC1)CC(CCN1C(C2=CC=CC=C2C1=O)=O)O)OC 2-(4-(4-(3-Fluoro-2-methoxyphenyl)-3,6-dihydropyridin-1(2H)-yl)-3-hydroxybutyl)isoindoline-1,3-dione